FC1=CC=C(C=C1)NNC(=O)C1=CC=NC=C1 N'-(4-fluorophenyl)-4-pyridineformylhydrazine